BrC=1C(=CC=C2C=C(C=NC12)N)Cl 8-bromo-7-chloroquinolin-3-amine